2-ethyl-4-[[5-(2-oxo-1H-imidazo[4,5-b]pyridin-3-yl)-2-pyridyl]oxy]benzonitrile C(C)C1=C(C#N)C=CC(=C1)OC1=NC=C(C=C1)N1C(NC=2C1=NC=CC2)=O